FC1=CC2=C(C(=NO2)C2CCN(CC2)CCCCN2C(N3C(CC2=O)CNCC3)=O)C=C1 7-{4-[4-(6-Fluoro-benzo[d]isoxazol-3-yl)-piperidin-1-yl]-butyl}-hexahydro-pyrazino[1,2-c]pyrimidine-6,8-dione